6-(2-(5-Cyclopropyl-3-(2-(trifluoromethyl)phenyl)isoxazol-4-yl)-7-azaspiro[3.5]non-1-en-7-yl)-4-(trifluoromethyl)chinolin C1(CC1)C1=C(C(=NO1)C1=C(C=CC=C1)C(F)(F)F)C1=CC2(C1)CCN(CC2)C=2C=C1C(=CC=NC1=CC2)C(F)(F)F